FC1(CC2(C1)C[C@H](N(CC2)C(=O)OCC2=CC=CC=C2)C2=CC=C(C=C2)C2=NNC(N2)=O)F benzyl (S)-2,2-difluoro-6-(4-(5-oxo-4,5-dihydro-1H-1,2,4-triazol-3-yl)phenyl)-7-azaspiro[3.5]nonane-7-carboxylate